5-[3-[1-(4-aminophenyl)-4-piperidyl]-3,9-diazaspiro[5.5]undecan-9-yl]-2-(2,6-dioxo-3-piperidyl)isoindoline-1,3-dione NC1=CC=C(C=C1)N1CCC(CC1)N1CCC2(CC1)CCN(CC2)C=2C=C1C(N(C(C1=CC2)=O)C2C(NC(CC2)=O)=O)=O